Cl.Cl.OC(C)(C)C1CN(CCN1)C=1N=NC(=CN1)C1=C(C=C(C=C1)C1=NC=NC(=C1)OC([2H])([2H])[2H])O 2-{3-[3-(2-hydroxypropan-2-yl)piperazin-1-yl]-1,2,4-triazin-6-yl}-5-{6-[(2H3)methyloxy]pyrimidin-4-yl}phenol dihydrochloride